C(#N)N1C[C@@](CCC1)(F)C=1NC=2C(=NC(=CC2)C2=CC(=NC=C2)C#N)N1 (R)-4-(2-(1-cyano-3-fluoropiperidin-3-yl)-1H-imidazo[4,5-b]pyridin-5-yl)picolinenitrile